C(C)(C)(C)OC(=O)N1C2CC(CC1CC2)C=2C1=C(N=C(N2)OC[C@H]2N(CCC2)C)CN(CC1)C1=CC(=CC2=CC=CC=C12)OCC1=CC=CC=C1 3-(7-(3-(benzyloxy)naphthalen-1-yl)-2-(((S)-1-methylpyrrolidin-2-yl)methoxy)-5,6,7,8-tetrahydropyrido[3,4-d]pyrimidin-4-yl)-8-azabicyclo[3.2.1]octane-8-carboxylic acid tert-butyl ester